5-(pyridin-4-yl)-1,3,4-oxadiazole-2-carboxylic acid methyl ester COC(=O)C=1OC(=NN1)C1=CC=NC=C1